O[C@H](C)C1=NC=2C(=C3C(=NC2)N(C=C3)S(=O)(=O)C3=CC=CC=C3)N1[C@H]1CN(CC1)C(=O)NCC(F)(F)F (R)-3-(2-((R)-1-hydroxyethyl)-6-(phenylsulfonyl)imidazo[4,5-d]pyrrolo[2,3-b]pyridin-1(6H)-yl)-N-(2,2,2-trifluoroethyl)pyrrolidine-1-carboxamide